NCCCN(C)CCCN bis(3-aminopropyl)methyl-amine